S(=O)(=O)(C=1C=C(C(=O)O)C=CC1)C=1C=C(C(=O)O)C=CC1 3,3'-sulfonyldibenzoic acid